[Na+].OC(C(=O)[O-])CC.C1(=CC=CC=C1)C1=C(C2=C([Se]C3=C2C=CC=C3)C=C1)C1=NN=NC(=C1C1=C(C(=CC=3C2=CC=CC=C2CC13)C)C)C1=CC=CC=C1 phenyl[phenyl(dimethylfluorenyl)triazinyl]Dibenzoselenophen 2-hydroxybutanoate sodium